[Na].Br Hydrobromic acid Sodium salt